N-(4-{[6,7-bis(methyloxy)quinolin-4-yl]oxy}-2,3,5-trifluorophenyl)-N'-(4-fluorophenyl)cyclopropane-1,1-dicarboxamide COC=1C=C2C(=CC=NC2=CC1OC)OC1=C(C(=C(C=C1F)NC(=O)C1(CC1)C(=O)NC1=CC=C(C=C1)F)F)F